(S)-4-(5-(3-((2-((S)-3-carboxybutanoyl)-4,7-difluoro-6-methoxy-benzo[b]thiophen-5-yl)oxy)propoxy)-4,7-difluoro-6-methoxy-isoindolin-2-yl)-2-methyl-4-oxobutanoic acid C(=O)(O)[C@H](CC(=O)C1=CC2=C(S1)C(=C(C(=C2F)OCCCOC=2C(=C1CN(CC1=C(C2OC)F)C(C[C@@H](C(=O)O)C)=O)F)OC)F)C